C(C1=CC=CC=C1)OC(=O)NCCC(=O)O N-[(benzyloxy)carbonyl]-β-alanine